ClC=1C=CC2=C(CCNCC2)C1 8-chloro-2,3,4,5-tetrahydro-1H-3-benzazepine